C1(CCC1)C=1C(=NN(C1NC(CC(C(F)(F)F)(C)C)=O)C)C1=NC=CC=N1 N-(4-cyclobutyl-1-methyl-3-(pyrimidin-2-yl)-1H-pyrazol-5-yl)-4,4,4-trifluoro-3,3-dimethylbutanamide